C1=C(C=CC2=CC=CC=C12)C=NC1=CC=C(C=C1)C(C)(C)C N-[(2-naphthyl)methylene]-4-tert-butylaniline